((tert-butyldiphenylsilyl)oxy)-1-(6-chloropyridin-3-yl)ethanol [Si](C1=CC=CC=C1)(C1=CC=CC=C1)(C(C)(C)C)OC(C)(O)C=1C=NC(=CC1)Cl